C=1N=CN2C1C1=CC=CC=C1[C@@H]2[C@H]2[C@H](C1=CC=CC=C1CC2)O (1R,2S)-2-((S)-5H-imidazo[5,1-a]isoindol-5-yl)-1,2,3,4-tetrahydronaphthalen-1-ol